6-Phenoxy-2-(propan-2-yl)-1H-1,3-benzodiazole O(C1=CC=CC=C1)C=1C=CC2=C(NC(=N2)C(C)C)C1